(3R,4R)-1-(cyclopropylsulfonyl)-4-((7-(1-(2,2-difluoroethyl)-1H-pyrazol-4-yl)-5-fluoropyrrolo[2,1-f][1,2,4]triazin-2-yl)amino)piperidin-3-ol C1(CC1)S(=O)(=O)N1C[C@H]([C@@H](CC1)NC1=NN2C(C=N1)=C(C=C2C=2C=NN(C2)CC(F)F)F)O